C(C)(C)(C)[Si](O[C@H]1CCN2[C@H]1C(NCC2=O)=O)(C2=CC=CC=C2)C2=CC=CC=C2 (8s,8ar)-8-{[tert-butyldi(phenyl)silyl]oxy}hexahydropyrrolo[1,2-a]pyrazine-1,4-dione